FC1=CC=C(C=C1)C1=C(N=C(C2=CC3=C(C=C12)C=NN3)C[C@H](C(=O)OC)C)C3CCOCC3 methyl (2R)-3-[5-(4-fluorophenyl)-6-tetrahydropyran-4-yl-1H-pyrazolo[4,3-g]isoquinolin-8-yl]-2-methyl-propanoate